BrC=1C(=C(C(=O)NC2=C(C=C(C=C2)[N+](=O)[O-])C(F)(F)F)C(=C(C1)C(C)C)O)C 3-Bromo-6-Hydroxy-5-Isopropyl-2-Methyl-N-(4-Nitro-2-Trifluoromethyl-Phenyl)-Benzamide